trimethyl-benzyl-ammonium 2,3,4-trifluorobenzoate FC1=C(C(=O)[O-])C=CC(=C1F)F.C[N+](CC1=CC=CC=C1)(C)C